tert-butyl 4-[3-(2-methoxy-2-oxoethyl)-2,3-dihydroindol-1-yl]piperidine-1-carboxylate COC(CC1CN(C2=CC=CC=C12)C1CCN(CC1)C(=O)OC(C)(C)C)=O